3,5-bis(trifluoromethyl)phenylboronic acid, sodium salt [Na+].FC(C=1C=C(C=C(C1)C(F)(F)F)B([O-])[O-])(F)F.[Na+]